4-(6-((2,4-difluorophenyl)amino)pyrazin-2-yl)-4-((1-methylcyclopropoxy)carbonyl)hexanoic acid FC1=C(C=CC(=C1)F)NC1=CN=CC(=N1)C(CCC(=O)O)(CC)C(=O)OC1(CC1)C